COC=1C=C(C=CC1OCC1=C(C=CC(=C1)[N+](=O)[O-])OC)C=1C=2C(NC(C1)=O)=NNC2 4-{3-methoxy-4-[(2-methoxy-5-nitrophenyl)methoxy]phenyl}-2H,6H,7H-pyrazolo[3,4-b]pyridin-6-one